C(C)C1=C(C(=O)NC2=CC(=C(C=C2)C=2CCNCC2)F)C=CC(=C1)C=1CCNCC1 2-ethyl-N-[3-fluoro-4-(1,2,3,6-tetrahydro-pyridin-4-yl)-phenyl]-4-(1,2,3,6-tetrahydro-pyridin-4-yl)-benzamide